CC(C(=O)OC)CCCC(CCCC(CCC)C)C methyl 2,6,10-trimethyltridecanoate